N1(N=NC=C1)C1=CC=C(C=C1)C(CC1=NC(=NC(=N1)N[C@@H](CO)CC(C)C)NS(=O)(=O)C)C N-(4-(2-(4-(1H-1,2,3-Triazol-1-yl)phenyl)propyl)-6-(((R)-1-hydroxy-4-methylpentan-2-yl)amino)-1,3,5-triazin-2-yl)methanesulfonamide